C(#N)C1=CC=C(C=N1)NC1=NC=C(C(=O)OC)C=C1[N+](=O)[O-] methyl 6-((6-cyanopyridin-3-yl) amino)-5-nitronicotinate